ClC=1C(=NC(=NC1)N1N=C(C=C1)C)NC1=CC2=C(N(C(N2CCC(C)(C)O)=O)C)C=C1 5-((5-Chloro-2-(3-methyl-1H-pyrazol-1-yl)pyrimidin-4-yl)amino)-3-(3-hydroxy-3-methylbutyl)-1-methyl-1,3-dihydro-2H-benzo[d]imidazol-2-on